C(C)(=O)ON=C(C1CC1)C1=C(C=C(C=C1O)OC)Cl (E)- and (Z)-(2-Chloro-6-hydroxy-4-methoxyphenyl)cyclopropylmethanone O-acetyl oxime